FC(S(=O)(=O)[O-])(F)F.FC=1C=C(C=C(C1)F)[S+](C1=CC=CC=C1)C1=CC(=CC(=C1)F)F bis(3,5-difluorophenyl)phenylsulfonium trifluoromethanesulfonate